(1Z,2E,6Z)-N-benzylnona-2,6-dien-1-imine oxide C(C1=CC=CC=C1)/[N+](=C/C=C/CC\C=C/CC)/[O-]